ClC1=C(C=NC2=C(C=C(C=C12)Cl)F)S(=O)(=O)N1CCSCC1 4-[(4,6-dichloro-8-fluoro-3-quinolyl)sulfonyl]thiomorpholine